3-(5-(iodomethyl)-2,2-dimethyl-1,3-dioxan-5-yl)-5-(4-methoxy-3-propoxyphenyl)pyridine ICC1(COC(OC1)(C)C)C=1C=NC=C(C1)C1=CC(=C(C=C1)OC)OCCC